C(C)(C)CC(=O)NC1=CC(=CC=C1)NC1C(NC(CC1)=O)=O isopropyl-N-(3-((2,6-dioxopiperidin-3-yl)amino)phenyl)acetamide